CNC1=CC=NC=2N=C(N=C(C21)N)NC2CCN(CC2)C N5-methyl-N2-(1-methylpiperidin-4-yl)pyrido[2,3-d]pyrimidine-2,4,5-triamine